O=C1CC[C@H](N1)C(=O)O (S)-5-oxo-pyrrolidine-2-carboxylic acid